2-(4-acryloyl-3,3-dimethylpiperazin-1-yl)-N-[(3S)-3,4-di-hydro-2H-chromen-3-yl]-5H-pyrrolo[2,3-b]pyrazine-7-carboxamide C(C=C)(=O)N1C(CN(CC1)C=1N=C2C(=NC1)NC=C2C(=O)N[C@@H]2COC1=CC=CC=C1C2)(C)C